NC1=CC=CC(=N1)C1=NC(=NC(=N1)NCC1CC1)NC1=CC(=CC(=C1)F)F (6-aminopyridin-2-yl)-N2-(cyclopropylmethyl)-N4-(3,5-difluorophenyl)-1,3,5-triazine-2,4-diamine